(9H-fluoren-9-yl)methyl (S)-(1-azido-19-oxo-21-(1-trityl-1H-imidazol-4-yl)-3,6,9,12,15-pentaoxa-18-azahenicosan-20-yl)carbamate N(=[N+]=[N-])CCOCCOCCOCCOCCOCCNC([C@H](CC=1N=CN(C1)C(C1=CC=CC=C1)(C1=CC=CC=C1)C1=CC=CC=C1)NC(OCC1C2=CC=CC=C2C=2C=CC=CC12)=O)=O